CS(=O)(=O)OC(C(F)F)C1=CC(=CC=C1)S(=O)(=O)N1CCC(CC1)NC(=O)OC(C)(C)C 1-(3-((4-((tert-butoxycarbonyl) amino) piperidin-1-yl)-sulfonyl) phenyl)-2,2-difluoroethyl methanesulfonate